1-((3-((1R,5S,6R)-3-(3-fluorophenyl)-3-azabicyclo[3.1.0]hex-6-yl)-1,2,4-oxadiazol-5-yl)methyl)-7-methyl-1,7-dihydro-6H-purin-6-one FC=1C=C(C=CC1)N1C[C@H]2C([C@H]2C1)C1=NOC(=N1)CN1C=NC=2N=CN(C2C1=O)C